OC[C@@]1(OC2=C(C1)C=C(C(=C2)N2CCOCC2)NC(=O)C=2C=NN1C2N=CC=C1)C(F)(F)F N-[(2R)-2-(hydroxymethyl)-6-morpholino-2-(trifluoromethyl)-3H-benzofuran-5-yl]pyrazolo[1,5-a]pyrimidine-3-carboxamide